2,2,7-trifluoro-6-(2,3,4,5,6-pentafluorophenyl)-4H-1,4-benzoxazin-3-one FC1(OC2=C(NC1=O)C=C(C(=C2)F)C2=C(C(=C(C(=C2F)F)F)F)F)F